S1N=NC=C1C1=CC(=C2C=NNC2=C1)NCCOCCCCNCC=1C=C(C=C(C1)OC(F)(F)F)CO (3-(((4-(2-((6-(1,2,3-thiadiazol-5-yl)-1H-indazol-4-yl)amino)ethoxy)butyl)amino)methyl)-5-(trifluoromethoxy)phenyl)methanol